4-hydroxy-N-(4-(4-methylthiazol-5-yl)benzyl)pyrrolidin-2-carboxamid OC1CC(NC1)C(=O)NCC1=CC=C(C=C1)C1=C(N=CS1)C